BrC1=NN(C=C1)CCNC(=O)C1=NOC(=C1)C=1OC=CC1 N-(2-(3-bromo-1H-pyrazol-1-yl)ethyl)-5-(furan-2-yl)isoxazole-3-carboxamide